CN(CCC1=C(C(=CC(=C1NC1=NC=CC(=N1)C1=CN(C2=CC(=CC=C12)C#C)C)OC)NC)N)C (2-(dimethylamino)ethyl)-N4-(4-(6-ethynyl-1-methyl-1H-indol-3-yl)pyrimidin-2-yl)-5-methoxy-N1-methylbenzene-1,2,4-triamine